C(C)C=1C(=CC=C2C=CC=C(C12)C1=C(C=2N=C(N=C(C2C=N1)N1CC2(CC(NC2)=O)CCC1)OC[C@]12CCCN2C[C@@H](C1)F)F)F 7-(7-(8-ethyl-7-fluoronaphthalen-1-yl)-8-fluoro-2-(((2R,7aS)-2-fluorotetrahydro-1H-pyrrolizin-7a(5H)-yl)methoxy)pyrido[4,3-d]pyrimidin-4-yl)-2,7-diazaspiro[4.5]decan-3-one